ClC=1C=C2C=C(NC2=CC1)CNC(N(C)C1CN(CCC1)C(=O)C1(CC1)F)=O 3-[(5-chloro-1H-indol-2-yl)methyl]-1-[1-(1-fluorocyclopropanecarbonyl)piperidin-3-yl]-1-methylurea